P(=S)(SCCC(CCCC(C)C)C)(OCCC(CCCC(C)C)C)[O-] di(3,7-dimethyloctyl) dithiophosphate